(2S)-2-(2,5-difluorophenyl)-4-(methylamino)piperidine-1-carboxylic acid FC1=C(C=C(C=C1)F)[C@H]1N(CCC(C1)NC)C(=O)O